(2,3-dihydroxylpropyl) glycidyl ether C(C1CO1)OCC(CO)O